N-(2-bromo-6-methylphenyl)-6-chloro-1-methyl-1H-pyrazolo[3,4-d]pyrimid-3-amine BrC1=C(C(=CC=C1)C)NC1=NN(C2=NC(=NC=C21)Cl)C